bis(2-methoxy-4-nitro-5-sulfophenyl)-5-[(phenylamino)-carbonyl]-2H-tetrazole COC1=C(C=C(C(=C1)[N+](=O)[O-])S(=O)(=O)O)N1N(C(=NN1)C(=O)NC1=CC=CC=C1)C1=C(C=C(C(=C1)S(=O)(=O)O)[N+](=O)[O-])OC